(R)-3-(3,4-bis(acetoxy)phenyl)-2-acetoxy-propionic acid C(C)(=O)OC=1C=C(C=CC1OC(C)=O)C[C@H](C(=O)O)OC(C)=O